silver(1+) trifluoro-methanesulfonate FC(S(=O)(=O)[O-])(F)F.[Ag+]